N[C@H](C(=O)N[C@H](C(=O)OC)C[C@H]1C(NCC1)=O)CC1CC1 (S)-methyl 2-((S)-2-amino-3-cyclopropylpropanamido)-3-((S)-2-oxopyrrolidin-3-yl)propanoate